C(C)OC(=O)C=1SC(=C(C1C)C(=O)OCC)N 5-amino-3-methylthiophene-2,4-dicarboxylic acid diethyl ester